C(C)C1=CNC2=NC=C(C=C21)C=2C=C1CCN(CC1=C(C2)[C@H]2NCCOC2)C(=O)N2CCOCC2 (R)-(6-(3-ethyl-1H-pyrrolo[2,3-b]pyridin-5-yl)-8-(morpholin-3-yl)-3,4-dihydroisoquinolin-2(1H)-yl)(morpholino)methanone